CCCCCCCCCCCCC/C=C/[C@H]([C@H](CO[C@H]1[C@@H]([C@H]([C@@H]([C@H](O1)CO)O[C@H]2[C@@H]([C@H]([C@H]([C@H](O2)CO)O[C@H]3[C@@H]([C@H]([C@H]([C@H](O3)CO)O)O)NC(=O)C)O[C@@]4(C[C@@H]([C@H]([C@@H](O4)[C@@H]([C@@H](CO)O)O)NC(=O)C)O)C(=O)O)O)O)O)NC(=O)C)O The molecule is a sialotriaosylceramide that is N-acetyl-beta-D-galactosaminyl-(1->4)-alpha-N-acetylneuraminosyl-(2->3)-beta-D-galactosyl-(1->4)-beta-D-glucosyl-N-acylsphingosine in which the acyl group on the sphingosine nitrogen is acetyl. A synthetic modification of the natural ganglioside GM2.